FC=1C=C(C(=O)NCC23CCC(CC2)(CC3)C3=NC(=NO3)C=3N=NC(=CC3)OC)C=C(C1O)F 3,5-difluoro-4-hydroxy-N-({4-[3-(6-methoxypyridazin-3-yl)-1,2,4-oxadiazol-5-yl]bicyclo[2.2.2]octan-1-yl}methyl)benzamide